glycinyloxypropylmethyldiethoxysilane NCC(=O)OCCC[Si](OCC)(OCC)C